N1C(=NC2=C1C=CC=C2)C2=CC(=NN2C)NC(=O)C=2C=NC(=CC2C)N2CCOCC2 N-[5-(1H-benzimidazol-2-yl)-1-methyl-pyrazol-3-yl]-4-methyl-6-morpholino-pyridine-3-carboxamide